benzyl [(4-bromo-1H-benzimidazol-2-yl)methyl]carbamate BrC1=CC=CC=2NC(=NC21)CNC(OCC2=CC=CC=C2)=O